1,10-diisopropyl-4,13-dimethyl-7,16-dioxadispiro[5.2.59.26]hexadecane C(C)(C)C1CCC(CC12OCC1(C(CCC(C1)C)C(C)C)CO2)C